2-(1-(tert-butoxycarbonyl)piperidine-4-carboxamido)-9-(5,6,7,8-tetrahydro-1,8-naphthyridin-2-yl)nonanoic acid C(C)(C)(C)OC(=O)N1CCC(CC1)C(=O)NC(C(=O)O)CCCCCCCC1=NC=2NCCCC2C=C1